5,6-dimethyl-benzo[1,2,3]triazole CC1=CC2=C(NN=N2)C=C1C